2-methyl-5-(((R)-3-Methylmorpholino)methyl)piperazine-1-carboxylic acid tert-butyl ester C(C)(C)(C)OC(=O)N1C(CNC(C1)CN1[C@@H](COCC1)C)C